C(C)(C)(C)[S@@](=O)\N=C(/C)\C=1C(=C(C=CC1)C(C(=O)N(C)C)(F)F)F (R,E)-2-(3-(1-((tert-butylsulfinyl)imino)ethyl)-2-fluorophenyl)-2,2-difluoro-N,N-dimethylacetamide